methyl 7-(1-(adamantan-1-ylmethyl)-5-methyl-1H-pyrazol-4-yl)-3-((2-(tert-butoxycarbonyl)pyridin-3-yl)amino)imidazo[1,2-a]pyridine-8-carboxylate C12(CC3CC(CC(C1)C3)C2)CN2N=CC(=C2C)C2=C(C=3N(C=C2)C(=CN3)NC=3C(=NC=CC3)C(=O)OC(C)(C)C)C(=O)OC